7-(5-fluoro-2-(((3S,4R)-3-hydroxytetrahydro-2H-pyran-4-yl)amino)pyrimidin-4-yl)-2-(hydroxymethyl)-1-isopropylquinolin-4(1H)-one FC=1C(=NC(=NC1)N[C@H]1[C@@H](COCC1)O)C1=CC=C2C(C=C(N(C2=C1)C(C)C)CO)=O